ClC=1C(=C(C=C(C1OCC1(CC1)O)C)C=1C(CC(NN1)=O)C)O 6-{3-chloro-2-hydroxy-4-[(1-hydroxycyclopropyl)methoxy]-5-methylphenyl}-5-methyl-4,5-dihydro-2H-pyridazin-3-one